trans-1-(2-acetylhydrazine-1-carbonyl)-N-(3-(5-fluoropyrimidin-2-yl)-4-(trifluoromethyl)phenyl)-3-methyl-6-azabicyclo[3.1.1]heptane-6-carboxamide C(C)(=O)NNC(=O)C12CC(CC(N1C(=O)NC1=CC(=C(C=C1)C(F)(F)F)C1=NC=C(C=N1)F)C2)C